FC=1C=C(C=C(C1OC1=CC=NC2=CC(=C(C=C12)OCCO)OC)F)NC(=O)C=1C=NC=CC1OC N-(3,5-difluoro-4-{[6-(2-hydroxyethoxy)-7-methoxyquinolin-4-yl]oxy}phenyl)-4-methoxypyridine-3-carboxamide